ClC=1C(=NC=CC1C1=NC(=C(C=C1)CNCC1CCC(N1)=O)OC)C1=C(C(=CC=C1)NC1=NC=CC(=C1F)CN(C)CCO)Cl 5-((((3'-chloro-2'-(2-chloro-3-((3-fluoro-4-(((2-hydroxyethyl)(methyl)amino)methyl)pyridin-2-yl)amino)phenyl)-6-methoxy-[2,4'-bipyridin]-5-yl)methyl)amino)methyl)pyrrolidin-2-one